tert-Butyl-((3R,5R)-1-(2-(1-(cyclopropylmethyl)-1H-pyrrolo[2,3-b]pyridin-2-yl)-4-fluoro-3-methylpyrazolo[1,5-a]pyridine-6-carbonyl)-5-fluoropiperidin-3-yl)carbamate C(C)(C)(C)OC(N[C@H]1CN(C[C@@H](C1)F)C(=O)C=1C=C(C=2N(C1)N=C(C2C)C2=CC=1C(=NC=CC1)N2CC2CC2)F)=O